BrC1=C(C=O)C=C(C=C1C)[N+](=O)[O-] 2-bromo-3-methyl-5-nitrobenzaldehyde